C(CCC)N(CCO)CCCC Dibutyl-ethanolamine